2,2'-(6,6,12,12-tetraoctyl-6,12-dihydroindeno[1,2-b]fluorene-2,8-diyl)bis(4,4,5,5-tetramethyl-1,3,2-dioxaborolane) C(CCCCCCC)C1(C2=CC(=CC=C2C2=CC=3C(C=4C=C(C=CC4C3C=C21)B2OC(C(O2)(C)C)(C)C)(CCCCCCCC)CCCCCCCC)B2OC(C(O2)(C)C)(C)C)CCCCCCCC